5-((2-(4-((3-(cyanomethyl)-5-methylbenzyl)amino)butoxy)ethyl)amino)benzo[c][2,6]naphthyridine-8-carboxylic acid C(#N)CC=1C=C(CNCCCCOCCNC2=NC3=C(C4=CN=CC=C24)C=CC(=C3)C(=O)O)C=C(C1)C